C(#N)CC[Si](OC)(OC)OC CYANOETHYL-TRIMETHOXYSILAN